C(C1=CC=CC=C1)OCC1=C(C=NN1C1CC1)C(CN(S(=O)(=O)C1=CC=C(C=C1)C)C[C@H](C)O)=O N-[2-[5-(benzyloxymethyl)-1-cyclopropyl-pyrazol-4-yl]-2-oxo-ethyl]-4-methyl-N-[(2S)-2-hydroxypropyl]benzenesulfonamide